[Na+].[Na+].[Na+].C(CC(O)(C(=O)[O-])CC(=O)[O-])(=O)[O-] Citric acid trisodium salt